BrC1=CC=C(CCN2C(N(C3=CC=CC=C3C2=O)CC2=CC=C(C(=O)NO)C=C2)=O)C=C1 4-((3-(4-bromophenethyl)-2,4-dioxo-3,4-dihydroquinazolin-1(2H)-yl)methyl)-N-hydroxybenzamide